1-(3-{[9-methoxy-2,2-dimethyl-5-(propan-2-yl)-1H,2H,3H,4H-benzo[h]1,6-naphthyridin-8-yl]oxy}propyl)pyrrolidine formate C(=O)O.COC1=CC=2C(=NC(=C3CCC(NC23)(C)C)C(C)C)C=C1OCCCN1CCCC1